C1CCC2=C(C=3CCCC3C=C12)NC(=O)NS(=O)(=O)\C=C\CN1CC=2CNCC2C1 (E)-N-((1,2,3,5,6,7-hexahydro-s-indacen-4-yl)carbamoyl)-3-(3,4,5,6-tetrahydropyrrolo[3,4-c]pyrrol-2(1H)-yl)prop-1-ene-1-sulfonamide